NC=1C(=C(C#N)C=CC1NC[C@H]1OCC1)F (S)-3-amino-2-fluoro-4-((oxetan-2-ylmethyl)amino)benzonitrile